ClC=1C(=NC(=NC1)NC1CCOCC1)C=1C=C2N(CCNC2=O)C1 7-(5-Chloro-2-((tetrahydro-2H-pyran-4-yl)amino)pyrimidin-4-yl)-1-oxo-3,4-dihydropyrrolo[1,2-a]pyrazin